ClC=1C=C(C=CC1)C1=C(N=CC(=N1)CN1N=CC=C1)OC 1-{[6-(3-Chlorophenyl)-5-methoxypyrazin-2-yl]methyl}-1H-pyrazol